tert-butyl (3-acetyl-9-(5-((3-chloro-2-(1-methyl-1H-pyrazol-3-yl)pyridin-4-yl)thio)pyrazin-2-yl)-3,9-diazaspiro[5.5]undec-1-yl)carbamate C(C)(=O)N1CC(C2(CC1)CCN(CC2)C2=NC=C(N=C2)SC2=C(C(=NC=C2)C2=NN(C=C2)C)Cl)NC(OC(C)(C)C)=O